C(C1=CC=CC=C1)C1N(CCCC1)C1=NC=C2C(=N1)N(N=C2C=2C(=C(C(=C(C2)C(F)(F)F)F)O)F)C 3-(6-(2-Benzylpiperidin-1-yl)-1-methyl-1H-pyrazolo[3,4-d]pyrimidin-3-yl)-2,6-difluoro-5-(trifluoromethyl)phenol